sodium 2-(8-chloro-2-((3,3-dimethylcyclobutyl)(methyl)amino)-9-(methylthio)-5-oxobenzo[b][1,8]naphthyridin-10(5H)-yl)acetate ClC=1C=CC2=C(N(C=3N=C(C=CC3C2=O)N(C)C2CC(C2)(C)C)CC(=O)[O-])C1SC.[Na+]